5-methoxy-6'-(((1S,3S)-3-((5-(methylthio)pyrimidin-2-yl)amino)cyclopentyl)amino)-2H-[1,3'-bipyridin]-2-one COC=1C=CC(N(C1)C=1C=NC(=CC1)N[C@@H]1C[C@H](CC1)NC1=NC=C(C=N1)SC)=O